CC1=CC=C(C=C1)SCC(=C(F)F)C1=CC=C(C=C1)C(=O)C=C 2-(4-Acrylphenyl)-3,3-difluoroallyl (4-methylphenyl) sulfide